NC1C(CCCC1)NC1=NN2C(N=CC=C2)=C1C(=O)NC1=C(C=C(C=C1)N1CCOCC1)C(F)(F)F ((2-Aminocyclohexyl)amino)-N-(4-morpholino-2-(trifluoromethyl)phenyl)pyrazolo[1,5-a]pyrimidine-3-carboxamide